3,7-diisooctyl-phenothiazine C(CCCCC(C)C)C=1C=CC=2NC3=CC=C(C=C3SC2C1)CCCCCC(C)C